methyl (1S,2R)-1-hydroxy-2-[(5R)-5H-imidazo[4,3-a]isoindol-5-yl]-8-azaspiro[4.5]decane-8-carboxylate O[C@H]1[C@H](CCC12CCN(CC2)C(=O)OC)[C@H]2N1C(C3=CC=CC=C23)=CN=C1